2-fluoro-3-[(ethyl)(phenylcarbonyl)amino]benzoic acid FC1=C(C(=O)O)C=CC=C1N(C(=O)C1=CC=CC=C1)CC